The molecule is an alpha,omega-dicarboxylic acid that is hexacosane in which the methyl groups have been oxidised to the corresponding carboxylic acids. It is a conjugate acid of a hexacosanedioate(2-). It derives from a hydride of a hexacosane. C(CCCCCCCCCCCCC(=O)O)CCCCCCCCCCCC(=O)O